propylpyrrolidine bistrifluoromethanesulfonimide salt [N-](S(=O)(=O)C(F)(F)F)S(=O)(=O)C(F)(F)F.C(CC)N1CCCC1